P(OCCCC(CCN(C(C)=O)OCC1=CC2=CC=CC=C2C=C1)C1=CC(=C(C=C1)Cl)Cl)([O-])=O.[NH4+].[NH4+].ClC=1C=C(C=CC1Cl)C(CCN(C(C)=O)OCC1=CC2=CC=CC=C2C=C1)CCCOP([O-])=O Diammonium [1-(3,4-Dichlorophenyl)-3-{N-[(naphthalen-2-yl) methoxy]acetamido}propyl]propyl phosphonate